C(C)(C)(C)OC(=O)N1CC(OCC1)C(C)(C)O 2-(2-hydroxypropan-2-yl)morpholine-4-carboxylic acid tert-butyl ester